tert-butyl 4-oxocyclohexane-1-carboxylate O=C1CCC(CC1)C(=O)OC(C)(C)C